CNC(=O)C1=NC=C(C=C1)N1[C@@H]2CC[C@@H]2N(CC1)CC1=CN=C2C3=C(C(NC2=C1)=O)CCC3 N-methyl-5-[(1R,6S)-5-((6-oxo-5H,7H,8H,9H-cyclopenta[c]1,5-naphthyridin-3-yl)methyl)-2,5-diazabicyclo[4.2.0]oct-2-yl]pyridine-2-carboxamide